CC1(CCOCC1)N1CC2(C1)CC(C2)N2N=C(C(=C2)N)C(C)C 1-[2-(4-methyltetrahydro-2H-pyran-4-yl)-2-azaspiro[3.3]heptan-6-yl]-3-(propan-2-yl)-1H-pyrazol-4-amine